(R)-2-amino-3-(methyl(phenyl)amino)propanoic acid N[C@@H](C(=O)O)CN(C1=CC=CC=C1)C